ClC=1N=CC2=C(N1)C1=C(S2)C=CC=C1 2-chloro[1]benzothieno-[3,2-d]pyrimidine